CC(C)N1N=CC(=C1)CC(=O)NC1=NNC(=C1)[C@@H]1C[C@@H](CC1)N(C([O-])=O)C(C)CC(F)(F)F (1R,3S)-3-[3-({[1-(propan-2-yl)-1H-pyrazol-4-yl]acetyl}amino)-1H-pyrazol-5-yl]cyclopentyl[(2ξ)-4,4,4-trifluorobutan-2-yl]carbamate